methyl (αE)-2-[[[2-[(2,4-dichlorophenyl)-amino]-6-(trifluoromethyl)-4-pyrimidinyl]oxy]methyl]-α-(methoxymethylene)benzeneacetate ClC1=C(C=CC(=C1)Cl)NC1=NC(=CC(=N1)OCC1=C(C=CC=C1)\C(\C(=O)OC)=C/OC)C(F)(F)F